6-benzyl-2-chloro-5,6,7,8-tetrahydro-1,6-naphthyridine C(C1=CC=CC=C1)N1CC=2C=CC(=NC2CC1)Cl